ClC1=C2C(=C(NC2=CC=C1F)C(=O)N1CCN(CC1)C(=O)C1CC(C1)OC)F (4-chloro-3,5-difluoro-1H-indol-2-yl)(4-((1R,3R)-3-methoxycyclobutane-1-carbonyl)piperazin-1-yl)methanone